C(C)OC(=O)C1=NC(=NC(=C1)C1=CC=C(C=C1)Br)C1=CC=C(C=C1)Br 2,6-bis(4-bromophenyl)pyrimidine-4-carboxylic acid ethyl ester